benzopyran-4-sulfonyl chloride O1CC=C(C2=C1C=CC=C2)S(=O)(=O)Cl